methyl 4-[6-((3-(4-fluorophenyl)-5-methylisoxazol-4-yl)methoxy)pyridazin-3-yl]piperazine-2-carboxylate FC1=CC=C(C=C1)C1=NOC(=C1COC1=CC=C(N=N1)N1CC(NCC1)C(=O)OC)C